6-Fluoro-4-(piperazin-1-yl)-N-(quinoxalin-6-ylmethyl)pyridin-3-amine FC1=CC(=C(C=N1)NCC=1C=C2N=CC=NC2=CC1)N1CCNCC1